N-(5-(2-(4-acetamidophenyl)-4-chloro-1H-pyrrolo[2,3-b]pyridin-3-yl)-2-methylphenyl)acrylamide C(C)(=O)NC1=CC=C(C=C1)C1=C(C=2C(=NC=CC2Cl)N1)C=1C=CC(=C(C1)NC(C=C)=O)C